3-((4-(N,N-dimethylsulfamoyl)phenyl)sulfonamido)-4-(piperidin-1-yl)benzamide CN(S(=O)(=O)C1=CC=C(C=C1)S(=O)(=O)NC=1C=C(C(=O)N)C=CC1N1CCCCC1)C